2-(2,6-dichlorophenyl)-5,6,7,8-tetrahydro-10H-oxazolo[5,4-d]pyrido[1,2-a]pyrimidin-10-one ClC1=C(C(=CC=C1)Cl)C=1OC=2N=C3N(C(C2N1)=O)CCCC3